FC(CN1N=C(C(=C1)C1=CN=C2N1C=CN=C2NC2=CC(=C(C(=O)NCCCCCN(C)C)C=C2)CC)C(F)(F)F)F 4-[[3-[1-(2,2-difluoroethyl)-3-(trifluoromethyl)pyrazol-4-yl]imidazo[1,2-a]pyrazin-8-yl]amino]-N-[5-(dimethylamino)pentyl]-2-ethyl-benzamide